3-(tetradecylamino)propane C(CCCCCCCCCCCCC)NCCC